FC=1C=CC(=C2C=C(N(C12)CCNC1=NC=NC(=C1)C1=CC=C(C=C1)C1=C(C(C1=O)=O)O)C#N)OC 7-Fluoro-1-(2-{6-[4-(2-hydroxy-3,4-dioxo-cyclobut-1-enyl)-phenyl]-pyrimidin-4-ylamino}-ethyl)-4-methoxy-1H-indol-2-carbonitril